COC1=CC=C(C=C1)CN1C2C3=CC=4OCOC4C=C3C1CCC2 15-[(4-Methoxyphenyl)methyl]-5,7-dioxa-15-azatetracyclo[9.3.1.02,10.04,8]pentadeca-2,4(8),9-triene